C(C)C1=C2C(=NC(=NC2=CC(=C1)N)C)N (E)-ethyl-2-methyl-quinazoline-4,7-diamine